C(#N)C=1C=C(C(=O)NCC2=CC=C(C=C2)B(O)O)C=CC1 [4-[[(3-cyanobenzoyl)amino]methyl]phenyl]boronic acid